methyl 4-fluoro-6-methoxy-1-(p-tolylsulfonyl)pyrrolo[2,3-b]pyridine-2-carboxylate FC1=C2C(=NC(=C1)OC)N(C(=C2)C(=O)OC)S(=O)(=O)C2=CC=C(C=C2)C